5-Bromo-3-chloro-N-(3-chloro-5-(methylsulfonyl)phenyl)-2-hydroxybenzenesulfonamide BrC=1C=C(C(=C(C1)S(=O)(=O)NC1=CC(=CC(=C1)S(=O)(=O)C)Cl)O)Cl